1-(4-chlorophenyl)-3,3-dicarboxylcyclopropene ClC1=CC=C(C=C1)C1=CC1(C(=O)O)C(=O)O